N1=CN=C(C2=C1NC=C2)N2CCC(CC2)NS(=O)(=O)C2=C(C(=C(C(=C2F)F)O)F)F N-(1-(7H-pyrrolo[2,3-d]pyrimidin-4-yl)piperidin-4-yl)-2,3,5,6-tetrafluoro-4-hydroxybenzenesulfonamide